C(C)C1=CC=C(C=C1)N(C=1C=C2CCN[C@H](C2=CC1)CNC1=C(C(=O)O)C=CN=C1)C (R)-3-(((6-((4-ethylphenyl)(methyl)amino)-1,2,3,4-tetrahydroisoquinolin-1-yl)methyl)amino)isonicotinic acid